CC1=CC(=C(N=C1)C2=N[C@@](C(=O)N2)(C)C(C)C)C(=O)[O-] The molecule is a monocarboxylic acid anion resulting from the deprotonation of the carboxy group of (S)-imazapic. It is a conjugate base of a (S)-imazapic. It is an enantiomer of a (R)-imazapic(1-).